2-[4-fluoro-5-(2-morpholin-4-ylpyrimidin-5-yl)-2-[(3R,5S)-3,4,5-trimethylpiperazin-1-yl]phenyl]-2-(trifluoromethyl)benzamide FC1=CC(=C(C=C1C=1C=NC(=NC1)N1CCOCC1)C1(C(C(=O)N)C=CC=C1)C(F)(F)F)N1C[C@H](N([C@H](C1)C)C)C